CN1CC(N(CC1)CC=1C=C2C3CC(N(C2=NC1)C(=O)N)C3)=O 6-((4-methyl-2-oxopiperazin-1-yl)methyl)-3,4-dihydro-2,4-methylene-1,8-naphthyridine-1(2H)-carboxamide